1-(4-(1-(2,6-difluorophenyl)azetidin-3-yl)-2,6-dimethylbenzyl)-3-methylazetidin-3-ol, formic acid salt C(=O)O.FC1=C(C(=CC=C1)F)N1CC(C1)C1=CC(=C(CN2CC(C2)(O)C)C(=C1)C)C